1-(5-((2-Methoxy-3-(1-methyl-1H-pyrazol-4-yl)phenyl)amino)-7-(methylamino)pyrazolo[1,5-a]pyrimidin-3-yl)-3-methylurea COC1=C(C=CC=C1C=1C=NN(C1)C)NC1=NC=2N(C(=C1)NC)N=CC2NC(=O)NC